N'-{4-[(4,5-dichloro-1,3-thiazol-2-yl)oxy]-2,5-dimethylphenyl}-N-ethyl-N-methyl-formamidine ClC=1N=C(SC1Cl)OC1=CC(=C(C=C1C)N=CN(C)CC)C